2-(3-hydroxy-2-quinolinyl)-1,3-indendione OC=1C(=NC2=CC=CC=C2C1)C1C(C2=CC=CC=C2C1=O)=O